C=CC1=CC2=CC=CC=C2N1 vinylindole